BrC1=C(N=C2C(=CC=NC2=C1)OC1=CC=C(C=C1)NC(=O)C1=CN(C(=C(C1=O)C1=CC=C(C=C1)F)C)C(C)C)C N-(4-((7-Bromo-6-methyl-1,5-naphthyridin-4-yl)oxy)phenyl)-5-(4-fluorophenyl)-1-isopropyl-6-methyl-4-oxo-1,4-dihydropyridine-3-carboxamide